FC1=C(C(=CC=C1C=1CN(CC1)S(=O)(=O)C1=CC=CC=C1)O)N1CC(NS1(=O)=O)=O 5-(2-fluoro-6-hydroxy-3-(1-(phenylsulfonyl)-2,5-dihydro-1H-pyrrol-3-yl)phenyl)-1,2,5-thiadiazolidin-3-one 1,1-dioxide